N-(5-chloro-1H-pyrrolo[3,2-b]pyridin-3-yl)-5-(1-methyl-1H-pyrazol-4-yl)-1H-benzo[d]imidazole-2-amine ClC1=CC=C2C(=N1)C(=CN2)NC2=NC1=C(N2)C=CC(=C1)C=1C=NN(C1)C